C(C)(C)(C)OC(CCOC1=C(C=CC=C1F)C=1C=C(C=CC1)C[C@@H]1N(CCC[C@@H]1NS(=O)(=O)C1(CC1)F)C(=O)OC(C)(C)C)=O |r| (rac)-(2S,3S)-tert-butyl 2-[[3-[2-(3-tert-butoxy-3-oxo-propoxy)-3-fluoro-phenyl]phenyl]methyl]-3-[(1-fluorocyclopropyl)sulfonylamino]piperidine-1-carboxylate